ClC1=CC=C(C=C1)C1=NOC(=N1)C=1C=C2C(CC(OC2=CC1)(CC)CC)=O 6-[3-(4-chlorophenyl)-1,2,4-oxadiazol-5-yl]-2,2-diethyl-chroman-4-one